COC=1C(=CC2=C(CCC(C(N2)=O)CCCNC)C1)OC 7,8-dimethoxy-3-(3-methylamino-propyl)-1,3,4,5-tetrahydro-benzoazepine-2-one